C12CN(CC(CC1)N2)C2=NC(=NC1=C(C(=C(C=C21)Cl)C2=CC=C(C=1CCCCC21)F)F)OC[C@]21CCCN1C[C@@H](C2)F 4-(3,8-diazabicyclo[3.2.1]-octan-3-yl)-6-chloro-8-fluoro-7-(4-fluoro-5,6,7,8-tetrahydronaphthalen-1-yl)-2-(((2R,7aS)-2-fluorotetra-hydro-1H-pyrrolizin-7a(5H)-yl)methoxy)quinazoline